ClC=1C=C(N)C=C(C1)OC(F)F 3-chloro-5-(difluoromethoxy)aniline